FC1([C@H](C1)C(=O)NC1=CC(=C(N=N1)C(=O)NC([2H])([2H])[2H])NC1=NC=CC=2C=3C([C@@H](N(C12)C)C)=NN(N3)C)F |o1:2,28| rel-6-((R)-2,2-difluorocyclopropane-1-carboxamido)-N-(methyl-d3)-4-(((S)-2,4,5-trimethyl-4,5-dihydro-2H-[1,2,3]triazolo[4,5-c][1,7]naphthyridin-6-yl)amino)pyridazine-3-carboxamide